C(C)(=O)OC1CCC2=C(C=C(C=C12)F)S(NC1=C(C(=C(C=C1)F)C=1C=CC=2N(C1)C=NC2C=2N(C=CN2)COCC[Si](C)(C)C)F)(=O)=O 4-([2,4-difluoro-3-[1-(1-[[2-(trimethylsilyl)ethoxy]methyl]imidazol-2-yl)imidazo[1,5-a]pyridin-6-yl]phenyl]sulfamoyl)-6-fluoro-2,3-dihydro-1H-inden-1-yl acetate